CC1=CC(=C(C(=C1CC2=NCCN2)C)O)C(C)(C)C The molecule is a member of the class of phenols that is 2,4-dimethylphenol which is substituted at positions 3 and 6 by 4,5-dihydro-1H-imidazol-2-ylmethyl and tert-butyl groups, respectively. A direct-acting sympathomimetic with marked alpha-adrenergic activity, it is a vasoconstrictor that is used (generally as the hydrochloride salt) to relieve nasal congestion. It has a role as an alpha-adrenergic agonist, a sympathomimetic agent, a nasal decongestant and a vasoconstrictor agent. It is a member of phenols, a carboxamidine and a member of imidazolines. It is a conjugate base of an oxymetazoline(1+).